[NH4+].[NH4+].P(=O)(OC(C)=O)([O-])[O-] acetyl phosphate diammonium salt